Cl.COC1=CC=C(CNC2=NC3=CC=CC=C3C(=C2)N2CCC(CC2)NC(C)(C)C)C=C1 2-(4-methoxybenzylamino)-4-(4-tert-butylaminopiperidin-1-yl)quinoline hydrochloride salt